((2-fluoro-6-(methoxymethoxy)-8-(4,4,5,5-tetramethyl-1,3,2-dioxaborolan-2-yl)naphthalen-1-yl)ethynyl)triisopropylsilane sodium α-butenesulfonate C(=CCC)S(=O)(=O)[O-].[Na+].FC1=C(C2=C(C=C(C=C2C=C1)OCOC)B1OC(C(O1)(C)C)(C)C)C#C[Si](C(C)C)(C(C)C)C(C)C